N-[[6-(2-formamidoacetyl)-6-azaspiro[2.5]octan-2-yl]methyl]furo[2,3-c]pyridine-2-carboxamide C(=O)NCC(=O)N1CCC2(C(C2)CNC(=O)C2=CC=3C(=CN=CC3)O2)CC1